6-(4-Chloro-2-(4-methyl-4H-1,2,4-triazol-3-yl)phenyl)-2-(4-(((cyclobutyl-methyl)amino)methyl)-6-methylpyridin-2-yl)isoindolin-1-one ClC1=CC(=C(C=C1)C1=CC=C2CN(C(C2=C1)=O)C1=NC(=CC(=C1)CNCC1CCC1)C)C1=NN=CN1C